tert-butyl (N-methyl-N-(4-(4-oxo-3,4-dihydrophthalazin-1-yl)benzyl)sulfamoyl)carbamate CN(S(=O)(=O)NC(OC(C)(C)C)=O)CC1=CC=C(C=C1)C1=NNC(C2=CC=CC=C12)=O